(2-((5-chloro-2-((2-methyl-2H-indazol-6-yl)amino)pyrimidin-4-yl)amino)phenyl)dimethylphosphine ClC=1C(=NC(=NC1)NC=1C=CC2=CN(N=C2C1)C)NC1=C(C=CC=C1)P(C)C